(5Z,8Z,11Z,14Z,17Z)-ethyl icosa-5,8,11,14,17-pentaenoate C(CCC\C=C/C\C=C/C\C=C/C\C=C/C\C=C/CC)(=O)OCC